ClC1=C2CC(CC2=CC=C1OCCNC(=O)OC(C)(C)C)NC(OCC[Si](C)(C)C)=O 2-Trimethylsilylethyl N-[4-chloro-5-[2-[(2-methylpropan-2-yl)oxycarbonylamino]ethoxy]-2,3-dihydro-1H-inden-2-yl]carbamate